N-(2,5-dimethylbenzo[b]thiophen-3-yl)-2-oxo-6-(trifluoromethyl)-1,2-dihydropyridine-3-carboxamide CC1=C(C2=C(S1)C=CC(=C2)C)NC(=O)C=2C(NC(=CC2)C(F)(F)F)=O